C(C)OC(=O)C1=NN(C=C1)COCC[Si](C)(C)C 1-{[2-(trimethylsilyl)ethoxy]methyl}-1H-pyrazole-3-carboxylic acid ethyl ester